C(C)OC1=C(C=C(C=C1)F)C1=CC=C(C(=N1)N1C(C[C@@H](C1)C)(C)C)C(=O)NS(=O)(=O)C=1C(NC=CC1)=O 6-(2-Ethoxy-5-fluorophenyl)-N-[(2-oxo-1H-pyridin-3-yl)sulfonyl]-2-[(4S)-2,2,4-trimethylpyrrolidin-1-yl]pyridin-3-carboxamid